diheptyl 11-(2-(diethylamino)ethyl)-5,17-bis(4-(heptyloxy)-4-oxobutyl)-7,15-dioxo-6,8,14,16-tetraoxa-11-azahenicosanedioate C(C)N(CCN(CCOC(OC(CCCC(=O)OCCCCCCC)CCCC(=O)OCCCCCCC)=O)CCOC(OC(CCCC(=O)OCCCCCCC)CCCC(OCCCCCCC)=O)=O)CC